di(tetradecyl) ketone C(CCCCCCCCCCCCC)C(=O)CCCCCCCCCCCCCC